4-(4-(dimethoxymethyl)piperidin-1-yl)-2-fluorobenzoic acid COC(C1CCN(CC1)C1=CC(=C(C(=O)O)C=C1)F)OC